((2R,3S,4R)-4-acetoxy-3,6-dihydroxytetrahydro-2H-pyran-2-yl)acetic acid methyl ester COC(C[C@H]1OC(C[C@H]([C@H]1O)OC(C)=O)O)=O